benzyl ((1S)-(6-(((R)-2-aminobutyl)amino)-6-(methylcarbamoyl)-1,5,6,7-tetrahydroindeno[5,6-d]imidazol-2-yl)(cyclohexyl)methyl)carbamate N[C@@H](CNC1(CC2=CC3=C(NC(=N3)[C@H](C3CCCCC3)NC(OCC3=CC=CC=C3)=O)C=C2C1)C(NC)=O)CC